4-(1-(5-(3H-imidazo[4,5-c]pyridin-2-yl)-2,4-dimethylbenzoyl)piperidin-4-yl)benzonitrile N1=C(NC=2C=NC=CC21)C=2C(=CC(=C(C(=O)N1CCC(CC1)C1=CC=C(C#N)C=C1)C2)C)C